N-(3-(dimethylamino)propyl)-3-((2S)-2-hydroxy-3-(8-(3-oxo-3,4-dihydro-2H-benzo[b][1,4]oxazin-6-ylsulfonyl)-1-oxa-8-azaspiro[4.5]decan-3-ylamino)propoxy)benzenesulfonamide CN(CCCNS(=O)(=O)C1=CC(=CC=C1)OC[C@H](CNC1COC2(C1)CCN(CC2)S(=O)(=O)C2=CC1=C(OCC(N1)=O)C=C2)O)C